COC=1C=C(C=CC1OC)[C@@]12CCN([C@H]2C=C(CC1)OC(C(CCCCC)C)=O)C.COC1=NC=NC(=C1)OC 4,6-dimethoxypyrimidine (3aS,7aS)-3a-(3,4-dimethoxyphenyl)-1-methyl-2,3,3a,4,5,7a-hexahydro-1H-indol-6-yl-2-methylheptanoate